[C@H]12CN(C[C@H](CC1)N2)C2=NC(=NC1=C(C(=C(C=C21)Cl)C2=CC=C(C1=C2N=C(S1)N)F)F)OC[C@@]12CCCN2C[C@@H](C1)F 4-(4-((1R,5S)-3,8-diazabicyclo[3.2.1]octan-3-yl)-6-chloro-8-fluoro-2-(((2R,7aR)-2-fluorotetrahydro-1H-pyrrolizin-7a(5H)-yl)methoxy)quinazolin-7-yl)-7-fluorobenzo[d]thiazol-2-amine